chlorovaleric acid CCCC(C(=O)O)Cl